C(C)(C)(C)OC(=O)N[C@H]1[C@H]([C@@H](CC12CCN(CC2)C(=O)OCC2=CC=CC=C2)C)F benzyl (1R,2S,3R)-1-((tert-butoxycarbonyl) amino)-2-fluoro-3-methyl-8-azaspiro[4.5]decane-8-carboxylate